4-amino-7-fluoro-N,1-dimethyl-N-((3S)-6-(trifluoro-methyl)-2,3-dihydrofuro[2,3-b]-pyridin-3-yl)-1H-pyrazolo[4,3-c]-quinoline-8-carboxamide NC1=NC=2C=C(C(=CC2C2=C1C=NN2C)C(=O)N([C@@H]2COC1=NC(=CC=C12)C(F)(F)F)C)F